FC1=C2C(=C(C=3N(C(=NC31)CCN(C(OC(C)(C)C)=O)C)C)F)CC(C2)C=O tert-butyl N-[2-(4,8-difluoro-6-formyl-1-methyl-6,7-dihydro-5H-cyclopenta[f]benzimidazol-2-yl)ethyl]-N-methyl-carbamate